ClC=1N=C2CC3C(CN(C(COC4=CC(=CC=C4N4N=CC1C4=N2)F)=O)C3)(F)F 18-chloro-5,13,13-trifluoro-8-oxa-1,11,17,21,23-pentazapentacyclo[14.5.2.111,14.02,7.019,22]tetracosa-2,4,6,16,18,20,22-heptaen-10-one